(S)-3,3,3-trifluoro-1-(8-(hydroxymethyl)-6-(1-(2,4,5-trifluorobenzyl)-1H-pyrazole-4-carbonyl)-2,6-diazaspiro[3.4]octan-2-yl)-2,2-dimethylpropan-1-one FC(C(C(=O)N1CC2(C1)CN(C[C@H]2CO)C(=O)C=2C=NN(C2)CC2=C(C=C(C(=C2)F)F)F)(C)C)(F)F